N-acetyl-3-O-(β-D-galactopyranosyl)-α-D-galactosamine C(C)(=O)N[C@H]1[C@@H](O)O[C@@H]([C@@H]([C@@H]1O[C@H]1[C@H](O)[C@@H](O)[C@@H](O)[C@H](O1)CO)O)CO